CN(C=1C=C(CN(C=2OC=C(N2)COCCOCC2=CC(=CC=C2)OC)CC2=CC(=CC=C2)OC)C=CC1)C N-(3-(dimethylamino)benzyl)-N-(3-methoxybenzyl)-4-((2-(3-methoxybenzyloxy)ethoxy)methyl)oxazol-2-amine